C1CC12CN(C2)C2=CC=C(C(=N2)Cl)C=O 6-{5-azaspiro[2.3]hexan-5-yl}-2-chloropyridine-3-carbaldehyde